ethyl 2-(8'-bromo-6'-methoxy-4'-oxo-3',4'-dihydro-2'H-spiro[cyclopropane-1,1'-naphthalen]-3'-yl)-2-oxoacetate BrC=1C=C(C=C2C(C(CC3(C12)CC3)C(C(=O)OCC)=O)=O)OC